4-(4-cyclopropyl-1H-imidazol-1-yl)-N-(6-(4-isopropyl-4H-1,2,4-triazol-3-yl)pyridin-2-yl)-5-methylthiophene-2-carboxamide C1(CC1)C=1N=CN(C1)C=1C=C(SC1C)C(=O)NC1=NC(=CC=C1)C1=NN=CN1C(C)C